C(C)(C)(C)OC(=O)N1CCC2(CC1)C[C@H](C1=CC(=CC=C12)C1=CC=C2C=CN=C(C2=C1)N)OC1=C(C=CC=C1)CC(=O)OCC (R)-5-(1-Aminoisoquinolin-7-yl)-3-(2-(2-ethoxy-2-oxoethyl)phenoxy)-2,3-dihydro-spiro[indene-1,4'-piperidine]-1'-carboxylic acid tert-butyl ester